6-chloro-8-(3-methoxy-2,6-dimethylphenyl)pyrido[3,4-d]pyrimidin-4(3H)-one ClC1=CC2=C(N=CNC2=O)C(=N1)C1=C(C(=CC=C1C)OC)C